NC(CC)[Si](OCCC)(OCCC)OCCC alpha-aminopropyl-tripropoxysilane